C(C)(C)(C)OC(=O)N[C@H](C(=O)OC)C[C@@H](C(=O)OC)CCC#N dimethyl (2S,4S)-2-((tert-butoxycarbonyl)amino)-4-(2-cyanoethyl)pentanedioate